malonyl-diamine C(CC(=O)N)(=O)N